C(#N)C1=C(C=CC(=C1)F)[C@@H](CC)C=1C=NN(C1)C (1R,2R)-1-(2-cyano-4-fluorophenyl)-1-(1-methyl-1H-pyrazol-4-yl)propan